CC1=C(C(=O)O[P])C(=CC(=C1)C)C (2,4,6-Trimethylbenzoyl)oxyphosphorus